7-(((benzyloxy)carbonyl)(methyl)amino)-2-(4-iodophenyl)-2,6,6-trimethylheptanoic acid C(C1=CC=CC=C1)OC(=O)N(CC(CCCC(C(=O)O)(C)C1=CC=C(C=C1)I)(C)C)C